NC1=CC(=C(C(=O)OC)C=C1Br)CC methyl 4-amino-5-bromo-2-ethylbenzoate